CC1(O[C@@H](CNC1)C(=O)N1CCN(CC1)C1=NC=C(C=N1)C(F)(F)F)C [(2S)-6,6-dimethylmorpholin-2-yl]-[4-[5-(trifluoromethyl)pyrimidin-2-yl]piperazin-1-yl]methanone